5-(thiophene-2-yl)-1H-pyrazole-3-carboxylic acid methyl ester COC(=O)C1=NNC(=C1)C=1SC=CC1